CN1C[C@H]2[C@H](OCCN2C2=C(C=C(N=N2)C2=C(C=CC=C2CC)O)C(F)F)CC1 2-[6-[(4aS,8aR)-6-methyl-3,4a,5,7,8,8a-hexahydro-2H-pyrido[4,3-b][1,4]oxazin-4-yl]-5-(difluoromethyl)pyridazin-3-yl]-3-ethyl-phenol